C(C)OC1=CC=C(C=C1)C=1OC=2C(C1)=C(C=CC2)O 2-(4-ethoxyphenyl)benzofuran-4-ol